ethylenebis(tribromophthalimide) C(CC1=C2C(C(=O)NC2=O)=C(C(=C1Br)Br)Br)C1=C2C(C(=O)NC2=O)=C(C(=C1Br)Br)Br